NC=1C(=C(C=CC1)C=1N=C(C(=NC1)C#N)Cl)C 5-(3-amino-2-methyl-phenyl)-3-chloro-pyrazine-2-carbonitrile